ClC1=C(C=C(OCC(=O)N[C@H]2CC[C@@H](NC2)C(=O)NC2=CC3=C(OC(O3)(F)F)C=C2)C=C1)F (2R,5S)-5-[2-(4-chloro-3-fluoro-phenoxy)acetamido]-N-(2,2-difluoro-2H-1,3-benzodioxol-5-yl)piperidine-2-carboxamide